8-aminonaphthalen-2-ol NC=1C=CC=C2C=CC(=CC12)O